C=1N=CN2C1C1=CC=CC=C1[C@@H]2[C@H]2[C@H](C=1C(=NON1)CC2)O (4R,5S)-5-((S)-5H-imidazo[5,1-a]isoindol-5-yl)-4,5,6,7-tetrahydrobenzo[c][1,2,5]oxadiazol-4-ol